CC(C(C(=O)OCC)C1=CC(=NO1)N1CC2(C1)CCC(CC2)=O)C ethyl 3-methyl-2-(3-(7-oxo-2-azaspiro[3.5]nonan-2-yl)isoxazol-5-yl)butanoate